COC(C(=O)C1=CC=CC=C1)OC 2-methoxy-2-methoxyacetophenone